3-carboxybenzyldimethylammonium C(=O)(O)C=1C=C(C[NH+](C)C)C=CC1